5-benzyloxy-2-methyl-furo[2,3-c]pyridine C(C1=CC=CC=C1)OC=1C=C2C(=CN1)OC(=C2)C